1-((2,3-dihydrobenzofuran-5-yl-2,2,3,3-d4)sulfonyl)pyrrolidine-3-carboxamide O1C(C(C2=C1C=CC(=C2)S(=O)(=O)N2CC(CC2)C(=O)N)([2H])[2H])([2H])[2H]